ClC1=CC(=C(C=C1Cl)NC(=O)N1[C@@H]2CC[C@H]1CC=1C(=NC=CC12)F)F (5R,8S)-N-(4,5-dichloro-2-fluorophenyl)-1-fluoro-6,7,8,9-tetrahydro-5H-5,8-epimino-cyclohepta[c]pyridine-10-carboxamide